CN([C@H](COC1=CC(=CC=C1)[N+](=O)[O-])C)C (S)-N,N-dimethyl-1-(3-nitrophenoxy)propan-2-amine